N-Cyclopentyl-4-methylbenzenesulfinamide C1(CCCC1)NS(=O)C1=CC=C(C=C1)C